butyl 4-(3-bromo-7-(8-chloro-7-fluoronaphthalen-1-yl)-8-fluoro-1,6-naphthyridin-4-yl)piperazine-1-carboxylate BrC=1C=NC2=C(C(=NC=C2C1N1CCN(CC1)C(=O)OCCCC)C1=CC=CC2=CC=C(C(=C12)Cl)F)F